2-oxo-5-(4-(5-(trifluoromethyl)pyrimidin-2-yl)piperazine-1-carbonyl)pyridin O=C1NC=C(C=C1)C(=O)N1CCN(CC1)C1=NC=C(C=N1)C(F)(F)F